C1(=CC=CC=C1)C1=CC=CC=2C3=C(SC21)C(=CC=C3)C=3C=C(C=CC3)C3=NC(=NC(=N3)C=3C=C(C=CC3)C3=CC=CC=C3)C3=CC=CC=C3 2-(3-(6-phenyldibenzothiophen-4-yl)-phenyl)-4-(1,1'-biphenyl-3-yl)-6-phenyl-1,3,5-triazine